(29S)-29-[(tert-butoxycarbonyl)amino]-26-oxo-2,5,8,11,14,17,20,23-octaoxa-27-azatriacontane-30-oic acid C(C)(C)(C)OC(=O)N[C@@H](CNC(CCOCCOCCOCCOCCOCCOCCOCCOC)=O)C(=O)O